4-{[(4-bromopyridin-2-yl)carbamoyl]Methyl}-1,4-diazacycloheptane-1-carboxylic acid tert-butyl ester C(C)(C)(C)OC(=O)N1CCN(CCC1)CC(NC1=NC=CC(=C1)Br)=O